NC1=NC2=C(C=CC=C2C(=N1)C(=O)NC(C1=NC(=CC=C1)C(C1=CC(=CC=C1)OCCOC)([2H])[2H])([2H])[2H])OC 2-amino-N-[dideuterio-[6-[dideuterio-[3-(2-methoxyethoxy)phenyl]methyl]-2-pyridyl]methyl]-8-methoxy-quinazoline-4-carboxamide